3-(((6-Chloro-2-(trifluoromethyl)quinolin-4-yl)amino)methyl)-3-(5-fluoropyridin-2-yl)-N-methylazetidine-1-carboxamide ClC=1C=C2C(=CC(=NC2=CC1)C(F)(F)F)NCC1(CN(C1)C(=O)NC)C1=NC=C(C=C1)F